ClC1=C(C(=CC=C1)F)C1=NOC(=C1C1=CC2(C1)CCN(CC2)C2=CC=C1C=C(N=NC1=C2)C(=O)O)C2CC2 7-(2-(3-(2-chloro-6-fluorophenyl)-5-cyclopropylisoxazol-4-yl)-7-azaspiro[3.5]non-1-en-7-yl)cinnoline-3-carboxylic acid